1-(2-hydroxyphenyl)-3-phenylpropane-1,3-dione OC1=C(C=CC=C1)C(CC(=O)C1=CC=CC=C1)=O